C(C)OC(CCN(CCCC)C(C)=O)=O 3-(acetyl-(butyl)amino)propionic acid ethyl ester